N[C@@H](CC(=O)NC1=NC(N(C=C1)C1OC(C(C1O)O)CO)=O)CC1=C(C=C(C(=C1)F)F)F (3R)-3-amino-N-(1-(3,4-dihydroxy-5-(hydroxymethyl)tetrahydrofuran-2-yl)-2-oxo-1,2-dihydropyrimidin-4-yl)-4-(2,4,5-trifluorophenyl)butanamide